4,4-bis(methoxymethyl)-2-methylhexane COCC(CC(C)C)(CC)COC